ClC=1C(=CC2=C(N(C(O2)=O)CCC(=O)O)C1)OCC1=NC=C(C=C1)Cl 3-(5-chloro-6-((5-chloropyridin-2-yl)methoxy)-2-oxobenzo[d]oxazol-3(2H)-yl)propanoic acid